[Cl-].[Cl-].C(C)(C)[Zr+2]C1C=CC=C1 isopropyl-(cyclopentadienyl)zirconium dichloride